((3-hydroxy-(1,2-oxazol-5-yl)acetyl)amino)-2-(1-methyl-1H-indazol-5-yl)acetamide OC1=NOC(=C1)CC(=O)NC(C(=O)N)C=1C=C2C=NN(C2=CC1)C